1-(1-(2-chloroacetyl)piperidin-4-yl)-7-(trifluoromethyl)-1,3-dihydro-2H-benzo[d]imidazol-2-one ClCC(=O)N1CCC(CC1)N1C(NC2=C1C(=CC=C2)C(F)(F)F)=O